ClC1=C(C=CC=C1)C1=CC=CC2=C1NC(=NS2(=O)=O)NC 5-(2-chlorophenyl)-3-(methylamino)-4H-benzo[e][1,2,4]thiadiazine 1,1-dioxide